(+-)-(1S,3S,4S)-3-acetamido-4-fluorocyclopentane-1-carboxylic acid C(C)(=O)N[C@H]1C[C@@H](C[C@@H]1F)C(=O)O |r|